1-(6-chloro-4-(trifluoromethyl)pyridin-2-yl)-5-(4-(methylsulfonyl)piperazin-1-yl)-1H-indazole ClC1=CC(=CC(=N1)N1N=CC2=CC(=CC=C12)N1CCN(CC1)S(=O)(=O)C)C(F)(F)F